Cl.C(C)OC=1C=C(C=2N(C1)N=C1C2C=NN1)C=1C=CC(=NC1)N1CCC(CC1)(N)C 1-(5-(6-ethoxy-1H-pyrazolo[3',4':3,4]pyrazolo[1,5-a]pyridin-4-yl)pyridin-2-yl)-4-methylpiperidin-4-amine hydrochloride